C(C)N(CC)CC1=C(C=CC=C1)C1=CC=C(S1)C(C)NC1=NC(=NC2=CC(=C(C=C12)OC)OC)C N-[1-(5-{2-[(diethylamino)methyl]phenyl}thiophen-2-yl)ethyl]-6,7-dimethoxy-2-methylquinazolin-4-amine